C(C)(C)C1(C=CC=C1)[Zr](N(CC)CC)(N(CC)CC)N(CC)CC (isopropylcyclopentadienyl)tris(diethylamino)zirconium